3-bromo-2-iodo-4-methylpyridine BrC=1C(=NC=CC1C)I